C1(CCC1)OC=1C=C(C=CC1)C1=CC(=NN1CC1=C(C=CC=C1)OCC)C(=O)OCC Ethyl 5-(3-cyclobutoxyphenyl)-1-[(2-ethoxyphenyl)methyl]-1H-pyrazole-3-carboxylate